(tetrabutoxy)propyl-trisiloxane C(CCC)OC(CC(OCCCC)(OCCCC)OCCCC)[SiH2]O[SiH2]O[SiH3]